3-(5-(((1R,2S)-2-((oxetan-3-ylmethyl)amino)cyclohexyl)methyl)-1-oxoisoindolin-2-yl)piperidine-2,6-dione O1CC(C1)CN[C@@H]1[C@H](CCCC1)CC=1C=C2CN(C(C2=CC1)=O)C1C(NC(CC1)=O)=O